C1=NC(=CC2=CC=CC=C12)C=1N=C(C2=C(N1)CCC2)N(CC(=O)N2CCCCC2)C 2-{[2-(isoquinolin-3-yl)-5H,6H,7H-cyclopenta[d]pyrimidin-4-yl](methyl)amino}-1-(piperidin-1-yl)ethan-1-one